BrC=1C=NN(C1)C12CC(C1)(C2)C(C)(C)O 2-(3-(4-bromo-1H-pyrazol-1-yl)bicyclo[1.1.1]pentan-1-yl)propan-2-ol